(6-cyclobutoxy-4-methylpyridin-3-yl)-4-oxo-4,5-dihydro-3H-1-thia-3,5,8-triazaacenaphthylene-2-carboxamide C1(CCC1)OC1=CC(=C(C=N1)N1C2=C(SC=3N=CC=C(NC1=O)C32)C(=O)N)C